FC=1C=CC2=C(NC(=N2)C=2C=C(C=CC2)NC2=NC=C(C=N2)C2=NC=CC=C2)C1 N-[3-(6-fluoro-1H-benzo[d]imidazol-2-yl)phenyl]-5-(pyridin-2-yl)pyrimidin-2-amine